1,3-dibenzyl-3-(6-methyl-1-(tetrahydro-2H-pyran-2-yl)-1H-indazol-5-yl)pyrrolidine-2,5-dione C(C1=CC=CC=C1)N1C(C(CC1=O)(C=1C=C2C=NN(C2=CC1C)C1OCCCC1)CC1=CC=CC=C1)=O